3-(2-((4-(2-(4-chloro-2-fluorophenyl)-2-methylbenzo[d][1,3]dioxan-4-yl)piperidin-1-yl)methyl)-1-(((S)-oxetan-2-yl)methyl)-1H-imidazol-5-yl)propiolic acid ClC1=CC(=C(C=C1)C1(OC(C2=C(O1)C=CC=C2)C2CCN(CC2)CC=2N(C(=CN2)C#CC(=O)O)C[C@H]2OCC2)C)F